C(#N)CC1(CCN(CC1)CC1=CC=C(C=C1)C1=NN(C=C1)C)N1N=C(C(=C1)C(=O)N)NC(=O)C1CC1 1-[4-(cyanomethyl)-1-[[4-(1-methylpyrazol-3-yl)phenyl]methyl]-4-piperidyl]-3-(cyclopropanecarbonylamino)pyrazole-4-carboxamide